1-(2-chloro-6-methyl-4-pyridyl)azetidin-3-ol ClC1=NC(=CC(=C1)N1CC(C1)O)C